(1S,3r)-3-(5-(5-(ethoxy-d5)pyridin-2-yl)-4-(2-fluorophenyl)-4H-1,2,4-triazol-3-yl)cyclobutan-1-amine dihydrochloride Cl.Cl.C(C([2H])([2H])[2H])(OC=1C=CC(=NC1)C=1N(C(=NN1)C1CC(C1)N)C1=C(C=CC=C1)F)([2H])[2H]